BrC=1C(=C(C=2N(C1)C=C(N2)C2=CC=CC=C2)I)C#N 6-bromo-8-iodo-2-phenylimidazo[1,2-a]pyridine-7-carbonitrile